1-(4-((2-((4,4-difluorocyclohexyl)amino)-6-(3-methyl-1H-pyrazol-1-yl)pyridin-4-yl)oxy)piperidin-1-yl)ethan-1-one FC1(CCC(CC1)NC1=NC(=CC(=C1)OC1CCN(CC1)C(C)=O)N1N=C(C=C1)C)F